N-(5-((1-methyl-1H-benzo[d][1,2,3]triazol-6-yl)ethynyl)-8-(methylamino)pyrido[3,4-C]pyridazin-3-yl)cyclopropanecarboxamide CN1N=NC2=C1C=C(C=C2)C#CC2=CN=C(C=1N=NC(=CC12)NC(=O)C1CC1)NC